C(=S)=P([O-])=O thiocarbonylphosphinate